FC=1C=C(C=C(C1)C=1N(N=CC1)C)C[C@@H]1CC[C@H](CC1)C(=O)OC methyl trans-4-[[3-fluoro-5-(2-methylpyrazol-3-yl)phenyl]methyl]cyclohexanecarboxylate